N-(3-chloro-4-fluorophenyl)-2-ethyl-4-oxo-2,4,5,6-tetrahydrocyclopenta[c]pyrrole-1-carboxamide ClC=1C=C(C=CC1F)NC(=O)C=1N(C=C2C1CCC2=O)CC